NCCCN(CCCN)CCN(CCN(CCCN)CCCN)CCN(CCCN)CCCN 3-Amino-1-{[2-(bis{2-[bis(3-aminopropyl)amino]ethyl}amino)ethyl](3-aminopropyl)amino}propane